4-{4-[(1-methyl-1H-pyrrol-2-yl)carbonyl]piperazin-1-yl}benzonitrile CN1C(=CC=C1)C(=O)N1CCN(CC1)C1=CC=C(C#N)C=C1